16-Nonadecenoic acid C(CCCCCCCCCCCCCCC=CCC)(=O)O